2-(4-aminopyrimidin-2-yl)-1,2,3,4-tetrahydroisoquinolin-4-amine NC1=NC(=NC=C1)N1CC2=CC=CC=C2C(C1)N